C(=C)C#N Vinylcyanid